methyl-4,6-dichloropyridine-3-carboxylic acid CC1=NC(=CC(=C1C(=O)O)Cl)Cl